pentyn-5-ol C#CCCCO